4-((5-Ethyl-4-oxo-4,5-dihydrothieno[3,2-c]pyridin-3-yl)amino)-6-((5-fluoropyridin-2-yl)amino)-N-methylnicotinamide C(C)N1C(C2=C(C=C1)SC=C2NC2=CC(=NC=C2C(=O)NC)NC2=NC=C(C=C2)F)=O